N(=[N+]=[N-])CCC1=CC=C(C(=O)O)C=C1 4-(2-azidoethyl)benzoic acid